methyl 3-(9-((4-(((tert-butoxycarbonyl)amino)methyl)phenyl)carbamoyl)-6-tosyl-5,6-dihydro-4H-benzo[b]thieno[2,3-d]azepin-8-yl)-6-(propylcarbamoyl)picolinate C(C)(C)(C)OC(=O)NCC1=CC=C(C=C1)NC(=O)C1=CC2=C(N(CCC3=C2SC=C3)S(=O)(=O)C3=CC=C(C)C=C3)C=C1C=1C(=NC(=CC1)C(NCCC)=O)C(=O)OC